C(CCCCCCCCC(=O)OCCCCC)(=O)OCCCCC diamyl sebacate